(R)-5-fluoro-3-((1-(2-(5-fluoro-isoindolin-2-yl)-3,6-dimethyl-4-oxo-3,4-dihydroquinazolin-8-yl)ethyl)amino)-N-(methylsulfonyl)picolinamide FC=1C=C(C(=NC1)C(=O)NS(=O)(=O)C)N[C@H](C)C=1C=C(C=C2C(N(C(=NC12)N1CC2=CC=C(C=C2C1)F)C)=O)C